(5Z)-2-[(3-Hydroxy-1-adamantyl)amino]-3-methyl-5-[(2-methylindazol-5-yl)methylene]imidazol-4-one OC12CC3(CC(CC(C1)C3)C2)NC2=N\C(\C(N2C)=O)=C/C2=CC3=CN(N=C3C=C2)C